C(C)(=O)OCCCP(=O)(O)O phosphonopropyl acetate